1-methyl-1H-[1,2,4]triazol-3-yl-methanol CN1N=C(N=C1)CO